5-chloro-2-fluoro-4-{[4-(octahydro-5H-pyrrolo[3,4-c]pyridin-5-yl)butyl]amino}-N-1,3-thiazol-2-ylbenzenesulfonamide ClC=1C(=CC(=C(C1)S(=O)(=O)NC=1SC=CN1)F)NCCCCN1CC2C(CC1)CNC2